C(CC)S(=O)(=O)[O-].[NH+]1=CC=CC=C1 (1-pyridinium) 1-propanesulfonate